(3'-bromo-3-chloro-2'-methoxy-5'-methyl-[1,1'-biphenyl]-4-yl)-3-methyl-1H-imidazol BrC=1C(=C(C=C(C1)C)C1=CC(=C(C=C1)N1CN(C=C1)C)Cl)OC